C(#N)[C@H](CC1=CC=C(C=C1)C=1C=CC2=C(N(C(O2)=O)C)C1)NC(=O)[C@]1(CN(CCO1)C(=O)OC(C)(C)C)C tert-butyl (2R)-2-{[(1S)-1-cyano-2-[4-(3-methyl-2-oxo-1,3-benzoxazol-5-yl)phenyl]ethyl]carbamoyl}-2-methylmorpholine-4-carboxylate